(((9H-fluoren-9-yl)methoxy)carbonyl)-D-glutamic acid 1-(tert-butyl) ester 5-(2,5-dioxopyrrolidin-1-yl) ester O=C1N(C(CC1)=O)OC(CC[C@@H](NC(=O)OCC1C2=CC=CC=C2C=2C=CC=CC12)C(=O)OC(C)(C)C)=O